3-[3-(1,4-dioxa-8-azaspiro[4.5]decan-8-yl)-N-methyl-anilino]piperidine-2,6-dione O1CCOC12CCN(CC2)C=2C=C(N(C)C1C(NC(CC1)=O)=O)C=CC2